sodium 2,3-bis((4-(benzyloxy)butanoyl)oxy)propyl ((R)-2,3-bis(tetradecanoyloxy)propyl) phosphate P(=O)(OCC(COC(CCCOCC1=CC=CC=C1)=O)OC(CCCOCC1=CC=CC=C1)=O)(OC[C@@H](COC(CCCCCCCCCCCCC)=O)OC(CCCCCCCCCCCCC)=O)[O-].[Na+]